FC(C=1C(=C(C=CC1)[C@@H](C)NC=1C2=C(N=C(N1)C)C=NC(=C2)N2CCN(CC2)CCO)F)F 2-{4-[4-({(1R)-1-[3-(difluoromethyl)-2-fluorophenyl]ethyl}amino)-2-methylpyrido[3,4-d]pyrimidin-6-yl]piperazin-1-yl}ethan-1-ol